C(C1=CC=CC=C1)OC(C[C@@H](C(=O)N[C@H](C(=O)OC(C)(C)C)CCCCNC(=O)OCC1=CC=CC=C1)NC(=O)OC(C)(C)C)=O Tert-butyl (2S)-2-[(2S)-4-(benzyloxy)-2-{[(tert-butoxy) carbonyl]amino}-4-oxobutanamido]-6-{[(benzyloxy)carbonyl] amino}hexanoate